CC(C)(S(=O)(=O)C=[N+]=[N-])C (1,1-dimethylethylsulfonyl)diazomethane